(S)-methyl-(1-(3-(2-methylpyridin-4-yl)pyrazolo[1,5-a]pyrimidin-5-yl)pyrrolidin-3-yl)carbamic acid tert-butyl ester C(C)(C)(C)OC(N([C@@H]1CN(CC1)C1=NC=2N(C=C1)N=CC2C2=CC(=NC=C2)C)C)=O